CN1N=NC=C1C(=O)NC1=NNC(=C1)[C@@H]1C[C@@H](CC1)CN(C([O-])=O)C(C)CC(F)(F)F (1R,3S)-3-(3-{[(1-methyl-1H-1,2,3-triazol-5-yl)carbonyl]amino}-1H-pyrazol-5-yl)cyclopentylmethyl[(2ξ)-4,4,4-trifluorobutan-2-yl]carbamate